FC=1C(=C(C=CC1)NC1=C(NC2=C1C(NCC2)=O)C2=C(C=NC=C2)OC[C@H]2N(CCC2)C(=O)OC(C)(C)C)C tert-butyl (2S)-2-[[(4-[3-[(3-fluoro-2-methylphenyl)amino]-4-oxo-1H,5H,6H,7H-pyrrolo[3,2-c]pyridin-2-yl]pyridin-3-yl)oxy]methyl]pyrrolidine-1-carboxylate